6-((2S,5R)-5-Ethyl-2-methyl-4-(1-(4-(trifluoromethyl)phenyl)ethyl)piperazin-1-yl)-8-methyl-3-(methyl-d)-9-(((S)-tetrahydrofuran-2-yl)methyl)-3,9-dihydro-2H-purin-2-one C(C)[C@H]1N(C[C@@H](N(C1)C=1C=2N=C(N(C2N(C(N1)=O)C[2H])C[C@H]1OCCC1)C)C)C(C)C1=CC=C(C=C1)C(F)(F)F